2'-[(2R)-2-methyl-3-{[(5R)-5-methyl-5,6,7,8-tetrahydroquinolin-4-yl]oxy}propyl]-2',3'-dihydrospiro[cyclohexane-1,1'-indene]-4-carboxylic acid tert-butyl ester C(C)(C)(C)OC(=O)C1CCC2(C(CC3=CC=CC=C23)C[C@H](COC2=CC=NC=3CCC[C@H](C23)C)C)CC1